(7-((2S,5R)-2,5-diethyl-4-(1-(1-methyl-3-(trifluoromethyl)-1H-pyrazol-4-yl)ethyl)piperazin-1-yl)-4-methyl-5-oxo-4,5-dihydro-2H-pyrazolo[4,3-B]pyridin-2-yl)acetonitrile C(C)[C@@H]1N(C[C@H](N(C1)C(C)C=1C(=NN(C1)C)C(F)(F)F)CC)C=1C=2C(N(C(C1)=O)C)=CN(N2)CC#N